1-Ethyl-N-[(4-fluorophenyl)-methyl]-4-methyl-2-oxo-7-(trifluoromethyl)-1H-quinoline-3-carboxylic acid amide C(C)N1C(C(=C(C2=CC=C(C=C12)C(F)(F)F)C)C(=O)NCC1=CC=C(C=C1)F)=O